C(C)(C)(C)OC(=O)N1[C@@H](C[C@H](C1)O)C1=C(C=CC=C1)C(C)C (2S,4R)-4-hydroxy-2-(2-isopropylphenyl)pyrrolidine-1-carboxylic acid tert-butyl ester